N[C@H](C(=O)NCCC=1C=C(C=CC1)NC=1C(=NC(=C(N1)N(C)C(C)C)CC)C(=O)N)C (S)-3-((3-(2-(2-aminopropanamido)ethyl)phenyl)amino)-6-ethyl-5-(isopropyl(methyl)amino)pyrazine-2-carboxamide